C(C1=CC=CC=C1)OC1=CC=C(C=C1)NC(=O)C=1C=C(N2CCCCC12)C1=C(C(=O)O)C=CC(=C1)Cl 2-[1-(([4-(Benzyloxy)phenyl]amino)carbonyl)-5,6,7,8-tetrahydroindolizin-3-yl]-4-chlorobenzoic acid